ClC=1C=NN2C1C(=CC(=C2)C=2N=NN(C2C)C2CCN(CC2)C(=O)OC(C)(C)C)OCC(O)C2=NC=C(C=C2)F tert-butyl 4-[4-[3-chloro-4-[2-(5-fluoro-2-pyridyl)-2-hydroxy-ethoxy]pyrazolo[1,5-a]pyridine-6-yl]-5-methyl-triazol-1-yl]piperidine-1-carboxylate